O[C@@H](C1=CC(=CC(=N1)C(=O)NC)C(=O)N[C@@H]1[C@H](C1)C)C1=CC=CC=C1 6-((R)-hydroxy(phenyl)methyl)-N2-methyl-N4-((1S,2S)-2-methylcyclopropyl)pyridine-2,4-dicarboxamide